FC1=CC=C(C=C1)CCCNC=1C=CC(=C(C(=O)O)C1)O 5-[3-(4-fluoro-phenyl)-propylamino]-2-hydroxy-benzoic acid